C(C)N(CC)CC N,N-bisEthylethylamine